O[C@@H]1CN(C[C@H]1COS(=O)(=O)C)C(=O)OC(C)(C)C tert-butyl (3S,4S)-3-hydroxy-4-(methylsulfonyloxymethyl)pyrrolidine-1-carboxylate